3-((1R,3R)-1-(2,6-difluoro-4-(((S)-1-(3-fluoropropyl)pyrrolidin-3-yl)amino)phenyl)-3,7-dimethyl-1,3,4,9-tetrahydro-2H-pyrido[3,4-b]indol-2-yl)-2,2-difluoropropan-1-ol FC1=C(C(=CC(=C1)N[C@@H]1CN(CC1)CCCF)F)[C@H]1N([C@@H](CC2=C1NC1=CC(=CC=C21)C)C)CC(CO)(F)F